N-{4-[5-(trifluoromethyl)-1,2,4-oxadi-azol-3-yl]benzyl}cyclopropanecarboxamide FC(C1=NC(=NO1)C1=CC=C(CNC(=O)C2CC2)C=C1)(F)F